(R)-6-(4-methyl-3-oxopiperazin-1-yl)-N-(3-(1-(4-methyl-4H-1,2,4-triazol-3-yl)propan-2-yl)phenyl)isoquinoline-3-carboxamide 2,2,2-trifluoroacetate FC(C(=O)O)(F)F.CN1C(CN(CC1)C=1C=C2C=C(N=CC2=CC1)C(=O)NC1=CC(=CC=C1)[C@@H](CC1=NN=CN1C)C)=O